FC1=C(CN2[C@@H](CCC2=S)CC(=O)N[C@H](C(=O)N2OCCCC2)C(C)C)C=CC=C1F 2-((S)-1-(2,3-difluorobenzyl)-5-thioxopyrrolidin-2-yl)-N-((S)-3-methyl-1-(1,2-oxazinan-2-yl)-1-oxobutan-2-yl)acetamide